ClC1=NC=CC(=N1)OC1CCOCC1 2-chloro-4-((tetrahydro-2H-pyran-4-yl)oxy)pyrimidine